ethylhexyl p-methoxycinnamate CCCCC(CC)COC(=O)C=CC1C=CC(OC)=CC=1